O1CC[C@@H](C2=CC=CC=C12)NC(=O)C=1C=NC2=C(C=CC=C2C1N(C)C)C(C)C (S)-N-(chroman-4-yl)-4-(dimethylamino)-8-isopropylquinoline-3-carboxamide